tert-butyl 2-[5-methyl-1-[4-(trifluoromethoxy)phenyl]pyrazol-3-yl]oxy-7-azaspiro[3.5]nonane-7-carboxylate CC1=CC(=NN1C1=CC=C(C=C1)OC(F)(F)F)OC1CC2(C1)CCN(CC2)C(=O)OC(C)(C)C